C(CCCCC(CC)N)N 1,6-Octanediamine